N-(7-bromo-5-hydroxy-2,3-dihydrobenzofuran-3-yl)acrylamide BrC1=CC(=CC=2C(COC21)NC(C=C)=O)O